FC=1C(=C(C=CC1)C1=NC=C2NC(N(C2=N1)CC1=CC=C(C=C1)C=1N(C=C(N1)C(F)(F)F)C1COC1)=O)C(C)C 2-(3-fluoro-2-isopropylphenyl)-9-(4-(1-(oxetan-3-yl)-4-(trifluoromethyl)-1H-imidazol-2-yl)benzyl)-7,9-dihydro-8H-purin-8-one